C(C)CCCCCCC(C)C Ethylisononan